ClC=1C=C(C(=C(C1)C1=CC=C(C=C1)OC(C(=O)O)(C)C)NS(=O)(=O)C=1C=NC=CC1OC)F 2-({5'-chloro-3'-fluoro-2'-[(4-methoxypyridine-3-sulfonyl)amino][1,1'-biphenyl]-4-yl}oxy)-2-methylpropanoic acid